3-{5-[4-(piperazin-1-ylmethyl)piperidin-1-yl]pyridin-2-yl}piperidine N1(CCNCC1)CC1CCN(CC1)C=1C=CC(=NC1)C1CNCCC1